[NH4+].C1(CCC(CC1)C(=O)[O-])C(=O)[O-].[NH4+] 1,4-cyclohexanedicarboxylic acid ammonium salt